C(C)(=O)N1[C@@H](CN(CC1)C(C=C)=O)C1=CC(=NC(=C1)Cl)C1=CC(=CN=N1)C(=O)NC (R)-6-(4-(1-acetyl-4-acryloylpiperazin-2-yl)-6-chloropyridin-2-yl)-N-methylpyridazine-4-carboxamide